methyl 3-[2-bromo-6-chloro-4-(4-methyl-6-oxo-4,5-dihydro-1H-pyridazin-3-yl) phenoxy]-2,2-dimethylpropionate BrC1=C(OCC(C(=O)OC)(C)C)C(=CC(=C1)C1=NNC(CC1C)=O)Cl